FC1=C(C=CC=C1)NC(C(=O)N[C@H](C(N[C@H](C=O)C[C@H]1C(NCC1)=O)=O)CC(C)C)=O N1-(2-fluorophenyl)-N2-((S)-4-methyl-1-oxo-1-(((S)-1-oxo-3-((S)-2-oxopyrrolidin-3-yl)propan-2-yl)amino)pentan-2-yl)oxalamide